(4-(2-hydroxypropan-2-yl)benzyl)-4-(propan-1-yn-1-yl)-1H-indazole-7-carboxylic acid OC(C)(C)C1=CC=C(CN2N=CC3=C(C=CC(=C23)C(=O)O)C#CC)C=C1